C/C(/CO)=C\CCC(CCO)C E-2,6-dimethyloct-2-ene-1,8-diol